[Cl-].C(CCCCCCC)[N+](C)(CCCCCCCC)CCCCCCCC trioctylmethylammonium chloride